(4-(3-Methyloxyoxetan-3-yl)phenyl)-1-(4-(trifluoromethyl)phenyl)piperidine-4-carboxamide COC1(COC1)C1=CC=C(C=C1)C1N(CCC(C1)C(=O)N)C1=CC=C(C=C1)C(F)(F)F